FC(C(=O)O)(F)F.C(#N)C1(CC1)NC([C@H](CC(C)C)N[C@H](C(F)(F)F)C=1C=CC2=C(OC3=C2C=CC(=C3)F)C1)=O (S)-N-(1-cyanocyclopropyl)-4-methyl-2-(((S)-2,2,2-trifluoro-1-(7-fluorodibenzo[b,d]furan-3-yl)ethyl)amino)pentanamide trifluoroacetate